NCCOCCNC(=O)C1=C(C=C(C=C1)NC(=O)C=1N(C(=CN1)C1=CC(=C(C=C1)OC(C)C)F)C)CC N-[4-[2-(2-aminoethoxy)ethylcarbamoyl]-3-ethyl-phenyl]-5-(3-fluoro-4-isopropoxyphenyl)-1-methyl-imidazole-2-carboxamide